N-(2-cyclopropyl-2,2-difluoroethyl)-5-(1-ethyl-1H-benzo[d][1,2,3]triazol-6-yl)-7H-pyrrolo[2,3-d]pyrimidin-2-amine C1(CC1)C(CNC=1N=CC2=C(N1)NC=C2C=2C=CC1=C(N(N=N1)CC)C2)(F)F